C[S@](=O)C1=CC=C(C=C1)C1=CC2=NC=CC(=C2O1)C1=CC(=NC=C1)C(=O)N1CCOCC1 (S)-(4-(2-(4-(methylsulfinyl)phenyl)furo[3,2-b]pyridin-7-yl)pyridin-2-yl)(morpholino)methanone